2-(3-(N,N-bis(4-methoxybenzyl)sulfamoyl)-1H-pyrazol-1-yl)-N-(2-hydroxyethyl)-N,2-dimethylpropanamide COC1=CC=C(CN(S(=O)(=O)C2=NN(C=C2)C(C(=O)N(C)CCO)(C)C)CC2=CC=C(C=C2)OC)C=C1